C(C)(C)C1=C(NC2=CC=C(C=C12)C1CCN(CC1)CCS(=O)(=O)C)C=1C=C(C(N(C1)C)=O)C=1C=NC=NC1 5-(3-isopropyl-5-(1-(2-(methylsulfonyl)ethyl)piperidin-4-yl)-1H-indol-2-yl)-1-methyl-3-(pyrimidin-5-yl)pyridin-2(1H)-one